3-hydroxy-3-((trimethylsilyl)ethynyl)pyrrolidine-1-carboxylic acid tert-butyl ester C(C)(C)(C)OC(=O)N1CC(CC1)(C#C[Si](C)(C)C)O